O[C@@H](COC1=C(C=CC=C1)C(CCC1=CC=CC=C1)=O)CO |r| 1-[2-[(2RS)-2,3-dihydroxypropoxy]phenyl]-3-phenyl-1-propanone